Cl.C1(CC1)[C@@H]1CNCCC1 |r| rac-3-cyclopropylpiperidine hydrochloride